C(C)OCN1C(=NC(=C1)CO)C(C)=O 1-(1-(ethoxymethyl)-4-(hydroxymethyl)-1H-imidazol-2-yl)ethan-1-one